4-((4-methoxybenzyl)(methyl)amino)-2-(methylthio)pyrazolo[1,5-a][1,3,5]triazine-8-carbonitrile COC1=CC=C(CN(C2=NC(=NC=3N2N=CC3C#N)SC)C)C=C1